2,4-di-tert-butyl-5-methylphenol C(C)(C)(C)C1=C(C=C(C(=C1)C(C)(C)C)C)O